5-{6-[2-(2-Cyano-7-fluoro-4-methyl-indol-1-yl)-ethylamino]-pyrimidin-4-yl}-3-fluoro-thiophen C(#N)C=1N(C2=C(C=CC(=C2C1)C)F)CCNC1=CC(=NC=N1)C1=CC(=CS1)F